copper (I) chloro(1,5-cyclooctadiene) copper (I) [Cu+].ClC1=CCCC=CCC1.[Cu+]